Cl.Cl.NC1=C(C=CC(=C1)N)O 2,4-diaminophenol dihydrochloride